(4-cyclohexyl-5-(trifluoromethyl)pyridin-2-yl)methanol C1(CCCCC1)C1=CC(=NC=C1C(F)(F)F)CO